4-[3-(methoxymethoxy)-4-(4,5-dioxaborolan-2-yl)phenyl]-1-tetrahydropyran-2-yl-pyrazole COCOC=1C=C(C=CC1C1BOOC1)C=1C=NN(C1)C1OCCCC1